C12(C(=O)CC(CC1)C2(C)C)CS(=O)(=O)[O-].C(C)(C)(C)C2=CC=C(C=C2)[I+]C2=CC=C(C=C2)C(C)(C)C bis(4-tert-butylphenyl)iodonium 10-camphorsulfonate